2-cyclopropylaminoethane-1-sulfonic acid C1(CC1)NCCS(=O)(=O)O